FC=1C(=C(C=CC1F)[C@H]1[C@@H](O[C@]([C@H]1C)(C(F)(F)F)C)C(=O)NC1=CC(=NC=C1F)C1OC1)OC |o1:8,9,11,12| rel-(2R,3S,4S,5R)-3-(3,4-difluoro-2-methoxyphenyl)-N-(5-fluoro-2-(oxiran-2-yl)pyridin-4-yl)-4,5-dimethyl-5-(trifluoromethyl)tetrahydrofuran-2-carboxamide